methyl (4aS,6aS,6bR,8aR,10S,12aR,12bR,14bS)-10-hydroxy-2,2,6a,6b,9,9,12a-heptamethyl-1,3,4,5,6,6a,6b,7,8,8a,9,10,11,12,12a,12b,13,14b-octadecahydropicene-4a(2H)-carboxylate O[C@@H]1C([C@@H]2CC[C@]3([C@@]4(CC[C@]5(CCC(C[C@H]5C4=CC[C@@H]3[C@]2(CC1)C)(C)C)C(=O)OC)C)C)(C)C